ClC1=C(CC2=NC3=C(N2C[C@H]2OCC2)C=C(C=C3F)C(=O)O)C=C(C(=C1)C1=NC(=C(C=C1)F)OCC1=C(C=C(C=C1)C#N)F)C (S)-2-(2-chloro-4-(6-((4-cyano-2-fluorobenzyl)oxy)-5-fluoropyridin-2-yl)-5-methylbenzyl)-4-fluoro-1-(oxetan-2-ylmethyl)-1H-benzo[d]imidazole-6-carboxylic acid